C1(=CC=CC=C1)C1=NC(=CC(=C1)C1=NC(=CC(=C1)C1=CC=C(C=C1)C1=C(C(=NC=C1N1C2=CC=CC=C2C=2C=C3C(=CC12)C=CC=C3)N3C1=CC=CC=C1C=1C=C2C(=CC31)C=CC=C2)N2C3=CC=CC=C3C=3C=C1C(=CC23)C=CC=C1)C1=CC(=NC(=C1)C1=CC=CC=C1)C1=CC=CC=C1)C1=CC=CC=C1 5,5',5''-(4-(4-(2,2'',6,6''-tetraphenyl-[4,2':6',4''-terpyridin]-4'-yl)phenyl)pyridine-2,3,5-triyl)tris(5H-benzo[b]carbazole)